1-(hydroxymethyl)-3-(1-oxo-5-(((1S,2S)-2-(3-phenylazetidin-1-yl)cyclohexyl)oxy)isoindolin-2-yl)piperidine-2,6-dione OCN1C(C(CCC1=O)N1C(C2=CC=C(C=C2C1)O[C@@H]1[C@H](CCCC1)N1CC(C1)C1=CC=CC=C1)=O)=O